tert-butyl-3-(6-chloro-2,8-difluoro-7-(3-(methoxymethoxy)naphthalen-1-yl)quinazolin-4-yl)-3,8-diazabicyclo[3.2.1]octane-8-carboxylate C(C)(C)(C)OC(=O)N1C2CN(CC1CC2)C2=NC(=NC1=C(C(=C(C=C21)Cl)C2=CC(=CC1=CC=CC=C21)OCOC)F)F